(R)-9-((5-(3-amino-3-((difluoromethoxy)methyl)piperidin-1-yl)-2-(3,4-difluorophenyl)pyridin-4-yl)methyl)-9H-purin-6-amine N[C@]1(CN(CCC1)C=1C(=CC(=NC1)C1=CC(=C(C=C1)F)F)CN1C2=NC=NC(=C2N=C1)N)COC(F)F